N-{bicyclo[1.1.1]pentan-1-yl}-3,7-dichloro-1H-indole-2-carboxamide C12(CC(C1)C2)NC(=O)C=2NC1=C(C=CC=C1C2Cl)Cl